Cl.ClC1=C(C=CC=C1)C=1N=C(SC1)NC(C1=NC=C(C=C1)N1CCC2(CNC2)CC1)=O N-(4-(2-chlorophenyl)thiazol-2-yl)-5-(2,7-diazaspiro[3.5]non-7-yl)picolinamide hydrochloride